6-(3-methyl-1H-pyrrolo[2,3-b]pyridin-5-yl)-3,4-dihydroisoquinoline-2(1H)-carboxylic acid methyl ester COC(=O)N1CC2=CC=C(C=C2CC1)C=1C=C2C(=NC1)NC=C2C